(S)-N-(4-(3'-(cyclopropylcarbamoyl)-[1,1'-biphenyl]-3-yl)thiazol-2-yl)-1-(1-(methylsulfonyl)-1H-pyrrole-3-carbonyl)azetidine-2-carboxamide C1(CC1)NC(=O)C=1C=C(C=CC1)C1=CC(=CC=C1)C=1N=C(SC1)NC(=O)[C@H]1N(CC1)C(=O)C1=CN(C=C1)S(=O)(=O)C